C(C)OC(=O)NNC1=CC(=C(C(=C1)Br)OC(F)F)Br 2-(3,5-dibromo-4-(difluoromethoxy)phenyl)hydrazinocarboxylic acid ethyl ester